(2,3,4,5-tetrahydro-1H-benzo[d]azepin-7-yl)methanol Dimethyl-tetradecanedioate CC(C(=O)O)(CCCCCCCCCCCC(=O)O)C.C1CNCCC2=C1C=CC(=C2)CO